CC1=NN(C(=C1)O)C=1SC=C(N1)C1=CC=CC=C1 3-methyl-1-(4-phenyl-2-thiazolyl)-1H-pyrazole-5-ol